N-[(1S,2R)-3-[[(4-aminophenyl)sulfonyl](2-methylpropyl)amino]-2-hydroxy-1-(phenylmethyl)propyl]-carbamic acid, (3S)-tetrahydro-3-furanyl ester NC1=CC=C(C=C1)S(=O)(=O)N(C[C@H]([C@H](CC1=CC=CC=C1)NC(O[C@@H]1COCC1)=O)O)CC(C)C